5-(2,2-dimethylmorpholin-4-yl)-2-[[3-methyl-5-(6-methyl-3-pyridinyl)triazol-4-yl]methyl]pyridazin-3-one Ethyl-(1,2-dimethyl-2,3-epoxycyclopentyl)acetate C(C)OC(CC1(C2(C(CC1)O2)C)C)=O.CC2(CN(CCO2)C2=CC(N(N=C2)CC=2N(N=NC2C=2C=NC(=CC2)C)C)=O)C